N1N=CC=C1CN1CCC(CC1)C=1C=C2C(=C(NC2=CC1)C1=CC(=NC(=C1)C)C)C(C)C 5-(1-((1H-pyrazol-5-yl)methyl)piperidin-4-yl)-2-(2,6-dimethylpyridin-4-yl)-3-isopropyl-1H-indole